tert-butyl 3-amino-4-(2-morpholinoethoxy)benzoate NC=1C=C(C(=O)OC(C)(C)C)C=CC1OCCN1CCOCC1